NC=1C=CC(=NC1)N1CCN(CC1)C(C)=O 1-(4-(5-aminopyridin-2-yl)piperazin-1-yl)ethan-1-one